OC(=O)C(F)(F)F.C(CCCCCCC\C=C/CCCCCCCC)(=O)OCCNCCOC(CCCCCCC\C=C/CCCCCCCC)=O (Z)-azanediylbis(ethane-2,1-diyl) dioleate TFA salt